(1S,3S,4R)-3-acetamido-N-((S)-(3-chloro-2,6-difluorophenyl)(4-fluoro-bicyclo[2.2.1]hept-1-yl)methyl)-4-hydroxycyclopentane-1-carboxamide C(C)(=O)N[C@H]1C[C@@H](C[C@H]1O)C(=O)N[C@@H](C12CCC(CC1)(C2)F)C2=C(C(=CC=C2F)Cl)F